ClC=1C=CC2=C(N=C(O2)N2CC3(C2)CC(C3)NC(=O)C3CC(CC3)(F)F)C1 N-[2-(5-chloro-1,3-benzoxazol-2-yl)-2-azaspiro[3.3]heptan-6-yl]-3,3-difluoro-cyclopentanecarboxamide